tertiary-butyl orthosilicate [Si](OC(C)(C)C)([O-])([O-])[O-]